COC=1C=C(C=CC1)NC(C1=CC=C(C=C1)C1=NC2=C(N1CC(NC1=CC=CC=C1)=O)C=CC=C2)=O N-(3-methoxyphenyl)-4-{1-[2-oxo-2-(phenylamino)ethyl]-1H-benzimidazol-2-yl}benzamide